The molecule is a monounsaturated fatty acyl-CoA(4-) arising from deprotonation of the phosphate and diphosphate OH groups of (11Z)-3-oxohexadecenoyl-CoA; major species at pH 7.3. It is a 3-oxo-fatty acyl-CoA(4-), a monounsaturated fatty acyl-CoA(4-) and an (11Z)-Delta(11)-fatty acyl-CoA(4-). It is a conjugate base of an (11Z)-3-oxohexadecenoyl-CoA. CCCC/C=C\\CCCCCCCC(=O)CC(=O)SCCNC(=O)CCNC(=O)[C@@H](C(C)(C)COP(=O)([O-])OP(=O)([O-])OC[C@@H]1[C@H]([C@H]([C@@H](O1)N2C=NC3=C(N=CN=C32)N)O)OP(=O)([O-])[O-])O